ClC=1C=C(C=NC1N1N=CC=N1)NC(=O)C=1C(NC=CC1NC1=C(C2=C(OCCN2)N=C1)C)=O N-(5-chloro-6-(2H-1,2,3-triazol-2-yl)pyridin-3-yl)-4-((8-methyl-2,3-dihydro-1H-pyrido[2,3-b][1,4]oxazin-7-yl)amino)-2-oxo-1,2-dihydropyridine-3-carboxamide